1-(2,6-dichloro-5-fluoropyridine-3-carbonyl)-3-(2-isopropyl-4-methylpyridine-3-yl)-urea ClC1=NC(=C(C=C1C(=O)NC(=O)NC=1C(=NC=CC1C)C(C)C)F)Cl